(R)-2-methyl-3-(1-((4-methyl-7-(1-methyl-1,2,3,6-tetrahydropyridin-4-yl)pyrido[3,4-d]pyridazin-1-yl)amino)ethyl)benzonitrile CC1=C(C#N)C=CC=C1[C@@H](C)NC1=C2C(=C(N=N1)C)C=NC(=C2)C=2CCN(CC2)C